tert-Butyl (14-((2-(2,6-dioxopiperidin-3-yl)-1,3-dioxoisoindolin-5-yl)oxy)-3,6,9,12-tetraoxatetradecyl)(methyl)carbamate O=C1NC(CCC1N1C(C2=CC=C(C=C2C1=O)OCCOCCOCCOCCOCCN(C(OC(C)(C)C)=O)C)=O)=O